fluorobehenate FC(C(=O)[O-])CCCCCCCCCCCCCCCCCCCC